C(#N)C=1C=C(C=CC1C(=O)OC)N1CCN(CC1)C(=O)OC(C)(C)C tert-butyl 4-[3-cyano-4-(methoxycarbonyl)phenyl]piperazine-1-carboxylate